C(C1CO1)OCCC[Si](OC)(OC)OCC (3-glycidoxypropyl)ethoxydimethoxysilane